Cl.N[C@H](C(=O)NC1=CC(=C(C=C1)C=1C=NN(C1)CC1=CC=CC=C1)F)C(C1=CC=CC=C1)C1=CC=CC=C1 (S)-2-amino-N-(4-(1-benzyl-1H-pyrazol-4-yl)-3-fluorophenyl)-3,3-diphenylpropanamide hydrochloride